P-(4-(5-(chlorodifluoromethyl)-1,2,4-oxadiazol-3-yl)phenyl)-N-(3-methoxyphenyl)-P-methylphosphinic amide ClC(C1=NC(=NO1)C1=CC=C(C=C1)P(NC1=CC(=CC=C1)OC)(=O)C)(F)F